C(CC)(=O)O[C@H]1CC[C@@H]2[C@@]1(CC[C@@H]1[C@]3(CCC=4N=C(SC4C3=CC[C@@H]21)NN2CCNCC2)C)C (5aR,5bS,7aS,8S,10aS,10bR)-5a,7a-dimethyl-2-(piperazin-1-ylamino)-5,5a,5b,6,7,7a,8,9,10,10a,10b,11-dodecahydro-4H-cyclopenta[7,8]phenanthro[2,1-d]thiazol-8-yl propionate